3-((2,3-difluoro-4-(tetradecyloxy)phenyl)sulfonyl)-4-(4-(4-methylpiperazin-1-yl)-[1,4'-bipiperidin]-1'-yl)-6-(methylsulfinyl)quinoline FC1=C(C=CC(=C1F)OCCCCCCCCCCCCCC)S(=O)(=O)C=1C=NC2=CC=C(C=C2C1N1CCC(CC1)N1CCC(CC1)N1CCN(CC1)C)S(=O)C